C(C)OC(C(C1C2=CC=CC=C2C=2C=CC=CC12)N)=O 2-amino-2-(9H-fluoren-9-yl)acetic acid ethyl ester